8-bromo-1-chlorodibenzo[b,d]furan-3,4,6,7,9-d5 BrC1=C(C(=C2C(C3=C(O2)C(=C(C=C3Cl)[2H])[2H])=C1[2H])[2H])[2H]